(2,4-di-tert-butylphenyl)1,1-biphenyl C(C)(C)(C)C1=C(C=CC(=C1)C(C)(C)C)C1=C(C=CC=C1)C1=CC=CC=C1